N-(2,3-dihydro-1,4-benzoxazin-4-yl)-3-(1-ethoxyvinyl)-6-methyl-7-(2,3,5-trifluorophenyl)pyrazolo[3,2-b][1,3]Thiazole-2-carboxamide O1CCN(C2=C1C=CC=C2)NC(=O)C2=C(N1C(S2)=C(C(=N1)C)C1=C(C(=CC(=C1)F)F)F)C(=C)OCC